C(C)(C)(C)OC(=O)N[C@H](C(=O)O)CCCN\C(=N/C(=O)OC(C)(C)C)\NC(=O)OC(C)(C)C (2S)-2-{[(tert-butoxy)carbonyl]amino}-5-{[(E)-{[(tert-butoxy)carbonyl]amino}({[(tert-butoxy)carbonyl]imino})methyl]amino}pentanoic acid